COC1=C(C(=CC=C1)C)C1=CC(=NC=C1C(=O)O)C 4-(2-methoxy-6-methylphenyl)-6-methylnicotinic acid